C[C@@H](C(=O)[O-])CC(=O)[O-] R-2-methylsuccinate